3-(2-cyclopropyl-6-methoxypyridin-4-yl)-1-ethyl-8-((tetrahydro-2H-pyran-4-yl)methyl)-1,3,8-triazaspiro[4.5]decane-2,4-dione C1(CC1)C1=NC(=CC(=C1)N1C(N(C2(C1=O)CCN(CC2)CC2CCOCC2)CC)=O)OC